2-cyano-N-methyl-3-(thiazol-2-yl)acrylamide C(#N)C(C(=O)NC)=CC=1SC=CN1